(7S)-2-[4-(3-methoxyphenoxy)phenyl]-7-[4-(prop-2-enoyl)piperazin-1-yl]-4,5,6,7-tetrahydro-2H-pyrazolo[4,3-b]pyridine-3-carboxamide COC=1C=C(OC2=CC=C(C=C2)N2N=C3C(NCC[C@@H]3N3CCN(CC3)C(C=C)=O)=C2C(=O)N)C=CC1